(E)-4-bromo-N-(4-((3-chloro-2-fluorophenyl)amino)-7-(((1R,5S)-3-methyl-3-azabicyclo[3.1.0]hexan-1-yl)ethynyl)quinazolin-6-yl)but-2-enamide BrC/C=C/C(=O)NC=1C=C2C(=NC=NC2=CC1C#C[C@@]12CN(C[C@H]2C1)C)NC1=C(C(=CC=C1)Cl)F